4-ethyl-8-fluoro-4-(3-(3-fluoro-5-methoxypyridin-4-yl)phenyl)-7,7-dimethyl-2,4,6,7,8,9-hexahydro-5H-pyrazolo[3,4-b]quinolin-5-one C(C)C1(C=2C(NC=3C(C(CC(C13)=O)(C)C)F)=NNC2)C2=CC(=CC=C2)C2=C(C=NC=C2OC)F